ClC=1C=C(C=CC1)C1CCN(CC1)C(C1=C(C2=C(C=CC(=NO2)OC)C=C1)O)([2H])[2H] 8-((4-(3-chlorophenyl)piperidin-1-yl)methyl-d2)-3-methoxy-9-hydroxybenzo[5,6]oxazepine